methyl 2-(1,1-bis(2-cyanophenyl)propan-2-yl)-5-hydroxy-6-oxo-1,6-dihydropyrimidine-4-carboxylate C(#N)C1=C(C=CC=C1)C(C(C)C=1NC(C(=C(N1)C(=O)OC)O)=O)C1=C(C=CC=C1)C#N